C[C@H]1NC2(CC2)C[C@H](C1)OC1=CC=C(N=N1)C1=NC=C(C=C1O)C=1C=NN(C1)C([2H])([2H])[2H] 2-(6-{[(5r,7s)-5-methyl-4-azaspiro[2.5]oct-7-yl]oxy}pyridazin-3-yl)-5-[1-(2H3)methyl-1H-pyrazol-4-yl]pyridin-3-ol